CC1=C(C=2C(=NC(=CC2)C)N1C(=O)OC(C)(C)C)B1OC(C(O1)(C)C)(C)C Tert-Butyl 2,6-dimethyl-3-(4,4,5,5-tetramethyl-1,3,2-dioxaborolan-2-yl)-1H-pyrrolo[2,3-b]pyridine-1-carboxylate